BrC(C(=O)OC)C Methyl bromopropionate